(2-ethoxy-3-pyridyl)-3-isopropyl-1-methyl-N-[(6-methyl-2-pyridyl)methyl]pyrazolo[3,4-b]pyridin-4-amine C(C)OC1=NC=CC=C1C1=C(C2=C(N=C1)N(N=C2C(C)C)C)NCC2=NC(=CC=C2)C